OC(C#CC=1C2=C(C(N(C1)C)=O)NC(=C2C(=O)OCC)C)(C)C2CCOCC2 ethyl 4-(3-hydroxy-3-tetrahydropyran-4-yl-but-1-ynyl)-2,6-dimethyl-7-oxo-1H-pyrrolo[2,3-c]pyridine-3-carboxylate